7-ethyl-3-methyl-undecane C(C)C(CCCC(CC)C)CCCC